BrC1=CC=C2C(=C(NC2=C1)C1=NN(C2=NC=NC(=C21)N)C(C)C)Cl 3-(6-Bromo-3-chloro-1H-indol-2-yl)-1-isopropyl-pyrazolo[3,4-d]pyrimidin-4-amine